N(=[N+]=[N-])C=1C=C2C=C(C=NC2=CC1)/C=C/C(=O)OCCCC butyl (E)-3-(6-azidoquinolin-3-yl)acrylate